tert-butyl 1,3-diazetidine-1-carboxylate N1(CNC1)C(=O)OC(C)(C)C